1-(2-(2,6-dioxopiperidin-3-yl)-1,3-dioxoisoindolin-4-yl)piperidine-4-carboxylic acid O=C1NC(CCC1N1C(C2=CC=CC(=C2C1=O)N1CCC(CC1)C(=O)O)=O)=O